[6-(3-methylbenzimidazol-5-yl)-3,6-dihydro-2H-pyran-4-yl]boronic acid CN1C=NC2=C1C=C(C=C2)C2C=C(CCO2)B(O)O